8-(4-(Difluoromethoxy)phenyl)-2-ethoxy-6-(2-(hydroxymethyl)-1-methyl-1H-benzo[d]imidazole-6-yl)pterin FC(OC1=CC=C(C=C1)N1C=C(N=C2C(NC(N=C12)(N)OCC)=O)C=1C=CC2=C(N(C(=N2)CO)C)C1)F